(S)-β-phenylalanine N[C@H](C1=CC=CC=C1)CC(=O)O